1-((S)-4-acryloyl-3-(cyanomethyl)piperazin-1-yl)-3-(((S)-1-methylpyrrolidin-2-yl)methoxy)-6-(naphthalen-1-yl)-5,6,7,8-tetrahydro-2,6-naphthyridine-4-carbonitrile C(C=C)(=O)N1[C@H](CN(CC1)C1=NC(=C(C=2CN(CCC12)C1=CC=CC2=CC=CC=C12)C#N)OC[C@H]1N(CCC1)C)CC#N